COC1=C(C=C(C2=C1OC(=CC2=O)C3=CC=CC=C3)O)O[C@H]4[C@@H]([C@H]([C@@H]([C@H](O4)C(=O)O)O)O)O The molecule is the glycosyloxyflavone which is the 7-O-glucuronide of wogonin. It is a glycosyloxyflavone, a monomethoxyflavone, a monohydroxyflavone, a monosaccharide derivative and a beta-D-glucosiduronic acid. It derives from a wogonin. It is a conjugate acid of a wogonin 7-O-beta-D-glucuronate.